Cl.N[C@H](C(=O)OC1=CC=C2C3=C(C(OC2=C1)=O)C=CC=C3)CC(C)C 6-Oxo-6H-benzo[c]chromen-3-yl (2S)-2-amino-4-methylpentanoate hydrochloride